7-bromo-6-methoxy-2-methyl-1,2,3,4-tetrahydroisoquinoline BrC1=C(C=C2CCN(CC2=C1)C)OC